N-[4-chloro-6-(2,6-dimethylphenyl)pyrimidin-2-yl]-3-(3-hydroxy-2-isobutyl-5,5-dimethyl-piperidine-1-carbonyl)benzenesulfonamide ClC1=NC(=NC(=C1)C1=C(C=CC=C1C)C)NS(=O)(=O)C1=CC(=CC=C1)C(=O)N1C(C(CC(C1)(C)C)O)CC(C)C